C(C1=CC=CC=C1)N1C(C(=CC(=C1)C=1NC2=CC=C(C=C2C1C(C)C)C1CCN(CC1)CC(C)C)C)=O 1-benzyl-5-(5-(1-isobutylpiperidin-4-yl)-3-isopropyl-1H-indol-2-yl)-3-methylpyridin-2(1H)-one